2-(6-(hydroxy((R)-1-methylpyrrolidin-3-yl)methyl)-4-methylpyridazin-3-yl)-5-(trifluoromethyl)phenol OC(C1=CC(=C(N=N1)C1=C(C=C(C=C1)C(F)(F)F)O)C)[C@H]1CN(CC1)C